C1(CCC1)C(=O)NCCCNC(OC(C)(C)C)=O tert-butyl (3-(cyclobutanecarboxamido)propyl)carbamate